chloroprop-2-en-1-one ClC(C=C)=O